FC1(C(C(=C(C(=C1)F)F)F)F)CCC[Si](OC)(OC)OC 3-(1,2,3,4,5-pentafluorophenyl)propyltrimethoxysilane